Methyl 4'-((tert-butoxycarbonyl)amino)-5-(4-(4-(trifluoromethyl)phenyl)-1H-1,2,3-triazol-1-yl)-[1,1'-biphenyl]-3-carboxylate C(C)(C)(C)OC(=O)NC1=CC=C(C=C1)C1=CC(=CC(=C1)N1N=NC(=C1)C1=CC=C(C=C1)C(F)(F)F)C(=O)OC